ClC1=CC=C(CNC2=NC=NC3=CC(=C(C=C23)OC2CCN(CC2)C(C=C)=O)OC)C=C1 1-(4-((4-((4-chlorobenzyl)amino)-7-methoxyquinazolin-6-yl)oxy)piperidin-1-yl)prop-2-en-1-one